COC=1C=C(C=CC1C)NC(CC1CC(C1)NC(OC(C)(C)C)=O)=O tert-butyl (1r,3r)-3-(2-(3-methoxy-4-methylphenylamino)-2-oxoethyl)cyclobutylcarbamate